FC1(CCC(CC1)[C@H](NC(=O)C1=CC=NN1CCC)C=1N=C2N(N=C(C=C2)CC2C(NC[C@@H](C2)C(F)(F)F)=O)C1)F N-((1S)-(4,4-difluorocyclohexyl)(6-(((5R)-2-oxo-5-(trifluoromethyl)piperidin-3-yl)methyl)imidazo[1,2-b]pyridazin-2-yl)methyl)-1-propyl-1H-pyrazole-5-carboxamide